(2S)-N-[[2-chloro-3-(trifluoromethyl)phenyl]methyl]-1-methyl-5-oxopyrrolidine-2-carboxamide ClC1=C(C=CC=C1C(F)(F)F)CNC(=O)[C@H]1N(C(CC1)=O)C